OC1=C(C=C(C=C1C(C1=CC=CC=C1)(C)C)C(CC(C)(C)C)(C)C)N1N=C2C(=N1)C=CC=C2 2-[2'-hydroxy-3'-(α,α-dimethylbenzyl)-5'-(1,1,3,3-tetramethylbutyl)-phenyl]benzotriazole